[20CH3]O (20C)methanol